ClC=1C(N(C(=CC1OCC1=CC=NC=C1)C)C1=CC(=NC=C1C)N1C(C(=CC=C1)C(C)(C)O)=O)=O 3''-chloro-4''-(pyridin-4-ylmethoxy)-3-(2-hydroxypropan-2-yl)-5',6''-dimethyl-2H,2''H-[1,2':4',1''-terpyridine]-2,2''-dione